N-[(1R,2S,3S,5S)-2-Fluoro-1,5-dimethyl-8-azabicyclo[3.2.1]octan-3-yl]-6-(8-fluoro-2-methylimidazo[1,2-a]pyridin-6-yl)-N-methyl[1,3]thiazolo[4,5-c]pyridin-2-amin F[C@@H]1[C@]2(CC[C@@](C[C@@H]1N(C=1SC3=C(C=NC(=C3)C=3C=C(C=4N(C3)C=C(N4)C)F)N1)C)(N2)C)C